PC1=C(C=CC=C1)C1=C(C=C(C=C1C(C)C)C(C)C)C(C)C phosphino-2',4',6'-triisopropyl-1,1'-biphenyl